C(C=C)OC1=C(C=C(C(=C1)Cl)Cl)C(C1C[C@@H]2[C@@H](CN(C2)C(=O)OC(C)(C)C)C1)NS(=O)C(C)(C)C (3aR,5R,6aS)-tert-butyl 5-((2-(allyloxy)-4,5-dichlorophenyl)(1,1-dimethylethylsulfinamido)methyl)hexahydrocyclopenta[c]pyrrole-2(1H)-carboxylate